C(C)(=O)N1CCC(CC1)NCC=1C=CC(=NC1OC)C=1C(=C(C=CC1)C1=C(C(=NC=C1)C1=CC(=C(CNC2CCN(CC2)C(COC)=O)C=C1)OC)Cl)Cl 1-(4-((4-(4-(3-(5-(((1-acetylpiperidin-4-yl)amino)methyl)-6-methoxypyridin-2-yl)-2-chlorophenyl)-3-chloropyridin-2-yl)-2-methoxybenzyl)amino)piperidin-1-yl)-2-methoxyethan-1-one